(S)-2-({2-[1-(4-fluorophenyl)ethylamino]-6-(pyrazin-2-ylamino)pyrimidin-4-yl}(2-hydroxyethyl)amino)ethane-1-ol FC1=CC=C(C=C1)[C@H](C)NC1=NC(=CC(=N1)N(CCO)CCO)NC1=NC=CN=C1